(3R)-7-[5-(1-acetyl-5,5-difluoro-3-piperidyl)-1,3,4-oxadiazol-2-yl]-3-amino-5-[(4-chlorophenyl)methyl]-8-fluoro-1,1-dioxo-2,3-dihydro-1lambda6,5-benzothiazepin-4-one C(C)(=O)N1CC(CC(C1)(F)F)C1=NN=C(O1)C=1C(=CC2=C(N(C([C@H](CS2(=O)=O)N)=O)CC2=CC=C(C=C2)Cl)C1)F